C(#N)[C@@]1(CC12CC2)C=2C=C1C=C(N=CC1=CC2)NC(=O)[C@H]2CC(OCC2)(C)C (R)-N-(6-((R)-1-cyanospiro[2.2]pentan-1-yl)isoquinolin-3-yl)-2,2-dimethyltetrahydro-2H-pyran-4-carboxamide